C(C1=CC=CC=C1)N1C[C@@H](CCC1)NC1=NC=C2N=C(N(C2=N1)C1CCC(CC1)C(=O)N)NC1=C(C=C(C=C1F)F)F (1S,4s)-4-(2-((R)-1-benzylpiperidin-3-ylamino)-8-(2,4,6-trifluorophenylamino)-9H-purin-9-yl)cyclohexanecarboxamide